2-(2-Chloro-3-methoxyphenyl)-N-(3-cyano-5-(3-fluorobenzyl)-4,5,6,7-tetrahydrothieno[3,2-c]pyridin-2-yl)acetamid ClC1=C(C=CC=C1OC)CC(=O)NC1=C(C=2CN(CCC2S1)CC1=CC(=CC=C1)F)C#N